C(=O)O.N1=CC=C(C=C1)C=1N=C(C2=C(N1)C=NC=C2)N2CCC1(CC(NC1)CNS(=O)(=O)C)CC2 N-((8-(2-(pyridin-4-yl)pyrido[3,4-d]pyrimidin-4-yl)-2,8-diazaspiro[4.5]decan-3-yl)methyl)methanesulfonamide formate